COC=1N=C2C(=CC=NC2=CC1OC)OC1=C(C=C(C=C1)NC(=O)C1=CN(C(=C(C1=O)C1=C(C=C(C=C1)F)C)CO)C)F N-[4-[(6,7-Dimethoxy-1,5-naphthyridin-4-yl)oxy]-3-fluorophenyl]-5-(4-fluoro-2-methylphenyl)-6-(hydroxymethyl)-1-methyl-4-oxopyridine-3-carboxamide